OCC=1C=2N(N=C(C1)C(=O)OCC)C=CC2 ethyl 4-(hydroxymethyl)pyrrolo[1,2-b]pyridazine-2-carboxylate